FC=1C=CC(=NC1)C1CNC(CO1)([2H])[2H] 2-(5-Fluoropyridin-2-yl)morpholin-5,5-d2